ethyl hydrogen (2-(3-(benzyloxy)phenyl)-2-cyclopropylethyl)phosphonate C(C1=CC=CC=C1)OC=1C=C(C=CC1)C(CP(OCC)(O)=O)C1CC1